CSC1=NC=2N(C=N1)N=CC2 2-(methylthio)pyrazolo[1,5-a][1,3,5]triazine